tert-butyl exo-6-(cyanomethyl)-3-azabicyclo[3.1.0]hexane-3-carboxylate C(#N)CC1C2CN(CC12)C(=O)OC(C)(C)C